ClC1=C(C=C2C(C(NC2=C1)=O)=C(O)C1=CC(=CC=C1)O)C1=CC=C(C=C1)N1CCOCC1 6-Chloro-3-[1-hydroxyl-(3-hydroxy-phenyl)-methylidene]-5-(4-morpholin-4-yl-phenyl)-1,3-dihydro-indol-2-one